(S)-5-methyl-1-oxa-2,2-dioxo-2,3-thiazolidine C[C@H]1CNS(O1)(=O)=O